N1(CCCCC1)C1=CC=C(C=C1)N (4-piperidin-1-yl-phenyl)-amine